tert-butyl (S)-3-(4-((6-((R)-3-(2,3-difluorophenyl)isoxazolidin-2-yl)pyrimidin-4-yl) amino)phenyl)isoxazolidin-2-carboxylate FC1=C(C=CC=C1F)[C@@H]1N(OCC1)C1=CC(=NC=N1)NC1=CC=C(C=C1)[C@H]1N(OCC1)C(=O)OC(C)(C)C